C(#N)C1CN(C1)S(=O)(=O)N1C[C@H](C(CC1)(F)F)C(=O)N1[C@H](CCC1)C(=O)NCC1=CC=C(C=C1)C(F)(F)F 1-(((3S)-1-((3-cyano-1-azetidinyl)sulfonyl)-4,4-difluoro-3-piperidinyl)carbonyl)-N-(4-(trifluoromethyl)benzyl)-D-prolinamide